NC1=C2CCN(C(C2=CC=C1)=O)C 5-amino-2-methyl-3,4-dihydroisoquinolin-1-one